N-(2-(2-(((2-methylpyridin-3-yl)methyl)amino)-5-oxo-5,7-dihydro-6H-pyrrolo[3,4-b]pyridin-6-yl)ethyl)cyclopropanecarboxamide CC1=NC=CC=C1CNC1=CC=C2C(=N1)CN(C2=O)CCNC(=O)C2CC2